3-chloro-5-diethylamino-((s-triazin-2-yl)amino)-3-phenylcoumarin ClC1(C(OC2=CC=CC(=C2C1NC1=NC=NC=N1)N(CC)CC)=O)C1=CC=CC=C1